N1=CC=C(C=C1)OC=1C=C(C=CC1)NC(C1=CC=CC=C1)=O N-(3-(pyridin-4-yloxy)phenyl)benzamide